N1N=CN=C1 1H-1,2,4-TRIAZOLE